2-oxosuccinic acid 1,4-diethyl ester C(C)OC(C(CC(=O)OCC)=O)=O